6-chloro-1-(phenylsulfonyl)-1H-indol-7-ol ClC1=CC=C2C=CN(C2=C1O)S(=O)(=O)C1=CC=CC=C1